N-[2-(dimethylamino)ethyl]-8-fluoro-6-hydroxy-7-(1,1,4-trioxo-1λ6,2,5-thiadiazolidin-2-yl)-3,4-dihydroisoquinoline-2(1H)-carboxamide CN(CCNC(=O)N1CC2=C(C(=C(C=C2CC1)O)N1S(NC(C1)=O)(=O)=O)F)C